FC=1C(=C(C=CC1O)C1=CC=CC=C1)OC fluoro-2-methoxy-[1,1'-biphenyl]-4-ol